6-benzyl-2-cyclopropyl-8-fluoro-N-[6-(4-isopropyl-4H-1,2,4-triazol-3-yl)pyridin-2-yl]-5,6-dihydro-4H-benzo[b]imidazo[1,2-d][1,4]diazepine-9-carboxamide C(C1=CC=CC=C1)N1C2=C(N3C(CC1)=NC(=C3)C3CC3)C=C(C(=C2)F)C(=O)NC2=NC(=CC=C2)C2=NN=CN2C(C)C